FC=1C=C(C=CC1F)C1C(C1)NC=1C2=C(N=CN1)C1=C(O2)N=C(C=C1C)C N-[2-(3,4-difluorophenyl)cyclopropyl]-7,9-dimethyl-pyrido[3',2':4,5]furo[3,2-d]pyrimidin-4-amine